C(C1=CC=CC=C1)N1C2=NC=NC(=C2N=C1)OC1(CC1)C 9-Benzyl-6-(1-methylcyclopropoxy)-9H-purine